ClC1=C(C(=NC2=CC(=C(C=C12)Cl)OC)C)C1=CC=C(C=C1)C1=C(C(=C(C=C1)F)F)F 4,6-Dichloro-7-methoxy-2-methyl-3-(2',3',4'-trifluoro-[1,1'-biphenyl]-4-yl)quinoline